ClC=1C=C(C=CC1)S(=O)(=O)Cl 3-chlorobenzenesulfonyl chloride